FC(C1=NC(=NO1)C=1C=CC(=NC1)COC1=NN=CC2=CC=CC=C12)(F)F 1-({5-[5-(trifluoromethyl)-1,2,4-oxadiazol-3-yl]pyridin-2-yl}methoxy)phthalazine